ClC1=CC=C(C=C1)C1=NN(C(C=C1)=O)CC(=O)NC=1C=C2C=CNC2=CC1 2-(3-(4-chlorophenyl)-6-oxopyridazin-1(6H)-yl)-N-(1H-indol-5-yl)acetamide